OCC(C)=NNC(OC(C)(C)C)=O tert-Butyl N-[(2-hydroxy-1-methyl-ethylidene)amino]carbamate